5-(4-(3-(4-amino-5-methoxy-2-(1-methyl-1H-pyrazol-4-yl)phenyl)-3-azaspiro[5.5]undecan-9-yl)piperazin-1-yl)-2-(2,6-dioxopiperidin-3-yl)isoindoline-1,3-dione NC1=CC(=C(C=C1OC)N1CCC2(CC1)CCC(CC2)N2CCN(CC2)C=2C=C1C(N(C(C1=CC2)=O)C2C(NC(CC2)=O)=O)=O)C=2C=NN(C2)C